4,4-bis(hex-2-yn-1-yloxy)butyronitrile C(C#CCCC)OC(CCC#N)OCC#CCCC